NC1=NC=CC(=C1Cl)OC1=NNC2=NC(=CN=C21)N2CCC1(CC2)[C@@H](C2=CC=CC=C2C1)N |o1:24| rel-(S)-1'-(3-((2-amino-3-chloropyridin-4-yl)oxy)-1H-pyrazolo[3,4-b]pyrazin-6-yl)-1,3-dihydrospiro[inden-2,4'-piperidin]-1-amine